1-(2-((3'-(5-(((2-hydroxyethyl)amino)methyl)picolinamido)-2,2'-dimethyl-[1,1'-biphenyl]-3-yl)carbamoyl)-4,5,6,7-tetrahydropyrazolo[1,5-a]pyridin-4-yl)piperidine-4-carboxylic acid OCCNCC=1C=CC(=NC1)C(=O)NC=1C(=C(C=CC1)C1=C(C(=CC=C1)NC(=O)C1=NN2C(C(CCC2)N2CCC(CC2)C(=O)O)=C1)C)C